tert-butyl 4-{[(1S,2R)-2-{2-[2-(3,5-difluorophenyl)-3-methoxypyridin-4-yl]acetamido}-3,3-difluorocyclohexyl]oxy}piperidine-1-carboxylate FC=1C=C(C=C(C1)F)C1=NC=CC(=C1OC)CC(=O)N[C@@H]1[C@H](CCCC1(F)F)OC1CCN(CC1)C(=O)OC(C)(C)C